hexakis(triethoxysilyl)dibromobenzocoronene C(C)O[Si](OCC)(OCC)C=1C(=C2C(=C(C3=C(C(=C4C(=C(C5=C6C(=C7C=CC1C1=C2C3=C4C5=C17)C=CC=C6)Br)Br)[Si](OCC)(OCC)OCC)[Si](OCC)(OCC)OCC)[Si](OCC)(OCC)OCC)[Si](OCC)(OCC)OCC)[Si](OCC)(OCC)OCC